C(C)C1(C=C2C(=NN=N2)C=C1)C(=O)[O-] 5-ethyl-benzotriazol-5-carboxylate